3-(4-methoxyphenyl)imidazole-4-carboxylic acid COC1=CC=C(C=C1)N1C=NC=C1C(=O)O